6-amino-1-(4-amino-2,6-difluorobenzyl-1H-pyrazolo[3,4-d]pyrimidine-4-yl)-2-fluorobenzonitrile NC1=CC=CC(C1(C#N)C1=C2C(=NC=N1)N(N=C2)CC2=C(C=C(C=C2F)N)F)F